3-[3-(2-chloro-6-methyl-4-pyridyl)-5-[(5-oxopyrrolidin-3-yl)methylamino]pyrazolo[1,5-a]pyrimidin-2-yl]benzonitrile ClC1=NC(=CC(=C1)C=1C(=NN2C1N=C(C=C2)NCC2CNC(C2)=O)C=2C=C(C#N)C=CC2)C